4-({[5-(2-Chloro-5-methoxyphenyl)-1,3-oxazol-2-yl]methyl}sulfanyl)-6-ethyl-1,3,5-triazin-2-amin ClC1=C(C=C(C=C1)OC)C1=CN=C(O1)CSC1=NC(=NC(=N1)CC)N